NC1=NC=2C=CC=CC2C2=C1N=C(N2CCOCCN(S(=O)(=O)C)C)CCOC N-(2-{2-[4-amino-2-(2-methoxyethyl)-1H-imidazo[4,5-c]quinolin-1-yl]ethoxy}ethyl)-N-methylmethanesulfonamide